FC1=C(C=CC(=C1F)C=1C=NN(C1)C1OCCCC1)N1C[C@@H](N(CC1)C(=O)N1CCCC1)C ((2S)-4-(2,3-difluoro-4-(1-(tetrahydro-2H-pyran-2-yl)-1H-pyrazol-4-yl)phenyl)-2-methylpiperazine-1-yl)(pyrrolidin-1-yl)methanone